rac-[(5S,7S)-2-bromo-5-(3-chloro-2-pyridyl)-6,7-dihydro-5H-pyrrolo[1,2-b][1,2,4]triazol-7-yl] 2,2-dimethylpropanoate CC(C(=O)O[C@H]1C[C@H](N2N=C(N=C21)Br)C2=NC=CC=C2Cl)(C)C |r|